O=C1N(C(CC1)=O)OC(CCCCCNC(\C=C/C(=O)O)=O)=O (Z)-4-({6-[(2,5-dioxopyrrolidin-1-yl)oxy]-6-oxohexyl}amino)-4-oxobut-2-enoic acid